6-(2-azido-5-iodophenyl)-6-Azaspiro[2.5]octane N(=[N+]=[N-])C1=C(C=C(C=C1)I)N1CCC2(CC2)CC1